N1=CC(=C(C2=CC=CC=C12)N)N Quinoline-3,4-diamine